C(C=O)OP(=O)([O-])[O-] The molecule is an organophosphate oxoanion obtained by deprotonation of the phosphate OH groups of glycolaldehyde phosphate; major microspecies at pH 7.3. It is a conjugate base of a glycolaldehyde phosphate.